4-(6-chloro-8-fluoro-2-(((2R,7aR)-2-fluorotetra-hydro-1H-pyrrolizin-7a(5H)-yl)methoxy)-4-(piperazin-1-yl)quinazolin-7-yl)benzo[d]thiazol-2-amine ClC=1C=C2C(=NC(=NC2=C(C1C1=CC=CC2=C1N=C(S2)N)F)OC[C@@]21CCCN1C[C@@H](C2)F)N2CCNCC2